P(O)(=O)(OP(=O)(O)OP(=O)(O)O)OC[C@@H]1[C@H]([C@H]([C@@H](O1)N1C(=O)N=C(NC(C2=CC=C(C=C2)OC)=O)C=C1)O)O N4-p-methoxybenzoyl-cytidine triphosphate